((1R)-1-(5-benzyl-3-(phenoxymethyl)-4,5-dihydroisoxazole-5-carboxamido)-2-phenylethyl)boronic acid C(C1=CC=CC=C1)C1(CC(=NO1)COC1=CC=CC=C1)C(=O)N[C@@H](CC1=CC=CC=C1)B(O)O